6-{[(2-chloro-6-fluorophenyl)carbonyl]amino}-N-(3-chloro-2-methylphenyl)-2-[(3-hydroxy-2,2-dimethylpropyl)amino]-1H-benzimidazole-4-carboxamide ClC1=C(C(=CC=C1)F)C(=O)NC=1C=C(C2=C(NC(=N2)NCC(CO)(C)C)C1)C(=O)NC1=C(C(=CC=C1)Cl)C